(S)-3-(3-chloro-4-fluorophenyl)-1-(1-(1-(hydroxymethyl)isoquinolin-4-yl)ethyl)-1-methyl-urea ClC=1C=C(C=CC1F)NC(N(C)[C@@H](C)C1=CN=C(C2=CC=CC=C12)CO)=O